CC=1N=CC2=C(N1)N(C(C(=C2)C2CCNCC2)=O)CC2=NC=CN=C2C(F)(F)F 2-methyl-6-(piperidin-4-yl)-8-((3-(trifluoromethyl)pyrazin-2-yl)methyl)pyrido[2,3-d]pyrimidin-7(8H)-one